FC=1C(=C(C(N(C1C)C1=NC=CC=C1)=O)C(=O)O)C fluoro-4,6-dimethyl-2-oxo-2H-[1,2'-bipyridine]-3-carboxylic acid